ClC1=C2C(=C(N=N1)NC[C@H]1OCCC1)C=CN=C2 (S)-4-chloro-N-((tetrahydrofuran-2-yl)methyl)pyrido[4,3-d]pyridazin-1-amine